2-(4-bromoindazol-2-yl)ethoxy-tert-butyl-dimethyl-silane BrC=1C2=CN(N=C2C=CC1)CCO[Si](C)(C)C(C)(C)C